FC=1C=C2C(=CC(=NC2=CC1)C1=CC=C(C=C1)N1CCNCC1)NCCCN(C)C N1-(6-fluoro-2-(4-(piperazin-1-yl)phenyl)quinolin-4-yl)-N3,N3-dimethylpropane-1,3-diamine